(S)-N-(5-(2-(1-cyclohexylpyrrolidin-2-yl)acetamido)-2-methylpyridin-3-yl)-6-(1-methyl-1H-pyrazol-4-yl)pyrazolo[1,5-a]pyrazine-3-carboxamide C1(CCCCC1)N1[C@@H](CCC1)CC(=O)NC=1C=C(C(=NC1)C)NC(=O)C=1C=NN2C1C=NC(=C2)C=2C=NN(C2)C